ClC1=CC(=C(C=C1)[C@H](CC1=NC(=NC(=N1)N[C@@H](CO)CC(C)C)NS(=O)(=O)C)C)F |o1:7| N-(4-((S*)-2-(4-chloro-2-fluorophenyl)propyl)-6-(((R)-1-hydroxy-4-methylpentan-2-yl)amino)-1,3,5-triazin-2-yl)methanesulfonamide